O=C1N(CC2=CC(=CC=C12)C1=NC=CC(=C1)CN1CCCCC1)C1C(NC(CC1)=O)=O 3-(1-oxo-5-(4-(piperidin-1-ylmethyl)pyridin-2-yl)isoindolin-2-yl)piperidine-2,6-dione